O[C@H]1C[C@H]2CC([C@H]3[C@@H]4CC[C@H]([C@@H](CCC(=O)OC)C)[C@]4(CC[C@@H]3[C@]2(CC1)C)C)=O Methyl 3α-hydroxyl-7-oxo-5β-cholanoate